C1(=CC=CC=C1)N1CCC2=C1N=C(N=C2OC=2C=NC=CC2)N2CCOCC2 4-(7-phenyl-4-(pyridin-3-yloxy)-6,7-dihydro-5H-pyrrolo[2,3-d]pyrimidin-2-yl)morpholine